5-isopropyl-3-(2-trifluoromethylphenyl)isoxazole C(C)(C)C1=CC(=NO1)C1=C(C=CC=C1)C(F)(F)F